ClC1=CC=C(C=C1)C=1N=C(C2=CC=C(C=C2C1)N1N=CC=C1)OCC (4-chlorophenyl)-1-ethoxy-6-(1H-pyrazol-1-yl)isoquinoline